[NH4+].[NH4+].[NH4+].[Ag+].FC1=C(C=C(C=C1)F)CN1CCC(CC1)CN1N=C(C=CC1=O)C1=C(N=C(S1)C)C 2-[[1-[(2,5-difluorophenyl)methyl]piperidin-4-yl]methyl]-6-(2,4-dimethyl-1,3-thiazol-5-yl)pyridazin-3-one silver triammonium